C(C)OC(=C)C1=CC=C2CNC(C2=C1)=O 6-(1-ethoxyvinyl)-2,3-dihydro-isoindol-1-one